2-(2-(chloromethyl)-5-methylphenyl)thiophene ClCC1=C(C=C(C=C1)C)C=1SC=CC1